O=C1NC(CCC1N1C(N(C2=C1C=CC(=C2)N2CCN(CC2)CC(=O)O)C)=O)=O 2-[4-[1-(2,6-dioxo-3-piperidyl)-3-methyl-2-oxo-benzimidazol-5-yl]piperazin-1-yl]acetic acid